N-((5-bromothiophen-2-yl)sulfonyl)-2-chloro-4-(trifluoromethyl)benzamide BrC1=CC=C(S1)S(=O)(=O)NC(C1=C(C=C(C=C1)C(F)(F)F)Cl)=O